CC(CN=C=O)CC(CCN=C=O)(C)C 2,4,4-trimethyl-hexa-methylenediisocyanate